3,5'-dichloro-4-((3,5-difluoropyridin-2-yl)ethoxy)-2'-(2-(2-Hydroxypropan-2-yl)thiazol-4-yl)-6-methyl-2H-[1,4'-bipyridyl]-2-one ClC=1C(N(C(=CC1OCCC1=NC=C(C=C1F)F)C)C1=CC(=NC=C1Cl)C=1N=C(SC1)C(C)(C)O)=O